BrCCCOC1=CC2=C(C(N3[C@H](C(N2COCC[Si](C)(C)C)=O)C[C@H](C3)O[Si](C)(C)C(C)(C)C)=O)C=C1OC (2R,11aS)-8-(3-Bromopropoxy)-2-{[tert-butyl(dimethyl)silyl]oxy}-7-methoxy-10-{[2-(trimethylsilyl)ethoxy]methyl}-2,3-dihydro-1H-pyrrolo[2,1-c][1,4]benzodiazepin-5,11(10H,11H)-dione